C(C1=CC=CC=C1)SC=1C=CC2=C(N=CS2)C1 5-(benzylthio)-1,3-benzothiazole